N[C@@H]1C2=CC=CC=C2CC12CCN(CC2)C=2NC(C1=C(N2)NN=C1C(=C)C1=C(C(=NC=C1)C)F)=O (S)-6-(1-amino-1,3-dihydro-spiro[inden-2,4'-piperidin]-1'-yl)-3-(1-(3-fluoro-2-methylpyridin-4-yl)vinyl)-1H-pyrazolo[3,4-d]pyrimidin-4(5H)-one